methyl cis-2-(((cis-4-(2-(difluoromethyl)phenyl)cyclohexyl)-oxy)methyl)-3-((methylsulfonyl)amino)piperidine-1-carboxylate FC(C1=C(C=CC=C1)[C@H]1CC[C@H](CC1)OC[C@@H]1N(CCC[C@@H]1NS(=O)(=O)C)C(=O)OC)F